Cl.N[C@@H]1[C@H](CCCC1)NC(=S)NC1=CC(=CC(=C1)C(F)(F)F)C(F)(F)F 1-((1S,2S)-2-aminocyclohexyl)-3-(3,5-bis(trifluoromethyl)phenyl)thiourea hydrochloride